2-(((1R)-1-(2-cyano-3-(3-(4-cyanophenyl)-3,6-diazabicyclo[3.1.1]heptan-6-yl)-7-methylquinoxalin-5-yl)ethyl)amino)benzoic acid C(#N)C1=NC2=CC(=CC(=C2N=C1N1C2CN(CC1C2)C2=CC=C(C=C2)C#N)[C@@H](C)NC2=C(C(=O)O)C=CC=C2)C